N-Vinyl-acetamide C(=C)NC(C)=O